(2R,4r,6S)-2,6-dimethyltetrahydro-2H-pyran-4-yl L-alaninate N[C@@H](C)C(=O)OC1C[C@H](O[C@H](C1)C)C